1-iodo-1-methyl-cyclohexane IC1(CCCCC1)C